C(C)(C)(C)OC(N[C@H]1CC(CCC1)=O)=O (R)-(3-oxocyclohexyl)carbamic acid tert-butyl ester